2-(1-(2-(2-methoxyphenyl)-2-((tetrahydro-2H-pyran-4-yl)oxy)ethyl)-5-methyl-6-(oxazole-2-yl)-2,4-dioxo-1,4-dihydrothieno[2,3-d]pyrimidin-3(2H)-yl)-2-methylpropanoic acid COC1=C(C=CC=C1)C(CN1C(N(C(C2=C1SC(=C2C)C=2OC=CN2)=O)C(C(=O)O)(C)C)=O)OC2CCOCC2